(S)-3-(5-(4-((1-(4-((1S,2S)-2-(cyclopentylmethyl)-6-hydroxy-1,2,3,4-tetrahydronaphthalen-1-yl)phenyl)piperidin-4-yl)methyl)piperazin-1-yl)-1-oxoisoindolin-2-yl)piperidine-2,6-dione C1(CCCC1)C[C@H]1[C@H](C2=CC=C(C=C2CC1)O)C1=CC=C(C=C1)N1CCC(CC1)CN1CCN(CC1)C=1C=C2CN(C(C2=CC1)=O)[C@@H]1C(NC(CC1)=O)=O